ClC1=CC=C2C(NC(=NC2=C1Cl)NC1=CC(=CC(=C1)Cl)Cl)=O 7,8-dichloro-2-((3,5-dichlorophenyl)amino)quinazolin-4(3H)-one